C(C)OP1(OC(=C(CC1)[Se]C1=CC=CC=C1)C1=CC=C(C=C1)[N+](=O)[O-])=O 2-Ethoxy-6-(4-nitrophenyl)-5-(phenylselanyl)-3,4-dihydro-1,2-oxaphosphinine 2-oxide